3-fluoro-4-(1H-pyrrolo[2,3-b]pyridin-4-yloxy)aniline FC=1C=C(N)C=CC1OC1=C2C(=NC=C1)NC=C2